ClC=1C=C(C=C(C1)NS(=O)(=O)C)NC(=O)C1=CN(C(=C1)C1=NC=C(C=C1OCC1=CN=NN1C)F)C N-(3-chloro-5-(methylsulfonamido)phenyl)-5-(5-fluoro-3-((1-methyl-1H-1,2,3-triazol-5-yl)methoxy)pyridin-2-yl)-1-methyl-1H-pyrrole-3-carboxamide